2-((4-((4-(2-(1,3-dioxolan-2-yl)ethyl)piperazin-1-yl)sulfonyl)-2-fluorophenyl)amino)-7-(1-cyclopropyl-1H-pyrazol-4-yl)-3-methyl-4H-pyrido[1,2-a]pyrimidin-4-one O1C(OCC1)CCN1CCN(CC1)S(=O)(=O)C1=CC(=C(C=C1)NC=1N=C2N(C(C1C)=O)C=C(C=C2)C=2C=NN(C2)C2CC2)F